C1(CC1)C=1N=C(NC1)S(=O)(=O)Cl cyclopropylimidazole-2-sulfonyl chloride